4-(1-methylethyl)-benzyl alcohol CC(C)C1=CC=C(CO)C=C1